2-(3-bromophenyl)furan BrC=1C=C(C=CC1)C=1OC=CC1